FC1(CC(C1)N1C(=NC2=NC=C(C=C21)C=2C=CN1N=C(N=CC12)N[C@@H](COC)C)C)F (R)-5-(1-(3,3-difluorocyclobutyl)-2-methyl-1H-imidazo[4,5-b]pyridin-6-yl)-N-(1-methoxypropan-2-yl)pyrrolo[2,1-f][1,2,4]triazin-2-amine